tert-butyl (31-(5-chloro-4-(4-cyano-6-(trifluoromethyl)pyridin-3-yl)-2-((2-methoxyphenyl) (methyl)carbamoyl)phenoxy)-28-oxo-3,6,9,12,15,18,21,24-octaoxa-27-azahentriacontyl)carbamate ClC=1C(=CC(=C(OCCCC(NCCOCCOCCOCCOCCOCCOCCOCCOCCNC(OC(C)(C)C)=O)=O)C1)C(N(C)C1=C(C=CC=C1)OC)=O)C=1C=NC(=CC1C#N)C(F)(F)F